(S)-N-(7-(4,4-difluoro-3,3-dimethylbut-1-yn-1-yl)-5-methyl-4-oxo-2,3,4,5-tetrahydropyrido[3,2-b][1,4]oxazepin-3-yl)-4-phenoxypicolinamide FC(C(C#CC=1C=CC=2OC[C@@H](C(N(C2N1)C)=O)NC(C1=NC=CC(=C1)OC1=CC=CC=C1)=O)(C)C)F